C(C)(CC)C1C(NC2=C(CN1C(=O)C1=NN(N=C1)C)C=CC=C2)=O 3-(sec-butyl)-4-(2-methyl-2H-1,2,3-triazole-4-carbonyl)-1,3,4,5-tetrahydro-2H-benzo[1,4]diazepin-2-one